ethyl (S)-3-amino-2-hydroxypropanoate hydrochloride Cl.NC[C@@H](C(=O)OCC)O